pyridyl-terphenyl N1=C(C=CC=C1)C1=C(C=CC=C1)C=1C(=CC=CC1)C1=CC=CC=C1